4-(methylamino)-7-(methylethyl)-1-phenylpyrido[2,3-d]pyrimidin-2(1H)-one CNC=1C2=C(N(C(N1)=O)C1=CC=CC=C1)N=C(C=C2)C(C)C